2β-carbomethoxy-3β-(4-fluorophenyl)tropane C(=O)(OC)[C@@H]1[C@H]2CC[C@@H](C[C@@H]1C1=CC=C(C=C1)F)N2C